CC(CN1N=NC2=C1C=CC(=C2)C2=NC(=NO2)C2=C(C=NC=C2)C)(C)O 2-methyl-1-{5-[3-(3-methylpyridin-4-yl)-1,2,4-oxadiazol-5-yl]-1H-1,2,3-benzotriazol-1-yl}propan-2-ol